6-chloro-N-(3,4-dichloro-2-fluoro-phenyl)pyrido[3,4-d]pyrimidin-4-amine ClC1=CC2=C(N=CN=C2NC2=C(C(=C(C=C2)Cl)Cl)F)C=N1